(S)-4-(4-fluorobenzyl)-N-(7-((3-hydroxyoxetan-3-yl)ethynyl)-5-methyl-4-oxo-2,3,4,5-tetrahydrobenzo[b][1,4]oxazepin-3-yl)picolinamide FC1=CC=C(CC2=CC(=NC=C2)C(=O)N[C@@H]2C(N(C3=C(OC2)C=CC(=C3)C#CC3(COC3)O)C)=O)C=C1